NC1=C(C=C(C=N1)C1=CC=C(C(=O)N2CCN(CC2)C(C)=O)C=C1)OCC1=CC=C(C=C1)C(C)(C)C 1-(4-{4-[6-amino-5-(4-tert-butyl-benzyloxy)-pyridin-3-yl]-benzoyl}-piperazin-1-yl)-ethanone